N-[2-[(4-Cyano-2-formyl-2,3-dihydro-1H-inden-5-yl)oxy]ethyl]acetamide Ethyl-4-bromo-5-[2-(tert-butoxycarbonylamino)ethoxy]indane-2-carboxylate C(C)OC(=O)C1CC2=CC=C(C(=C2C1)Br)OCCNC(=O)OC(C)(C)C.C(#N)C1=C2CC(CC2=CC=C1OCCNC(C)=O)C=O